ClC=1C(=C(C#N)C=C(C1)C(C)(C1=CC=C(C=C1)OCC1=NC(=NC=C1)S(=O)(=O)C)C)OCCC(CCOC=1C=C2C=CN(C(C2=CC1)=O)C1C(NC(CC1)=O)=O)(F)F 3-chloro-2-[5-[[2-(2,6-dioxo-3-piperidyl)-1-oxo-6-isoquinolyl]oxy]-3,3-difluoro-pentoxy]-5-[1-methyl-1-[4-[(2-methylsulfonylpyrimidin-4-yl)methoxy]phenyl]ethyl]benzonitrile